2-nitro-6,7-dihydro-4H-pyrazolo[5,1-c][1,4]oxazine [N+](=O)([O-])C1=NN2C(COCC2)=C1